C(C)(=O)OC1(COC1=C)CCC=C(C)C epoxylinalyl acetate